FC=1C(=C(C=CC1F)[C@H]1[C@@H](O[C@]([C@H]1C)(C(F)(F)F)C)C(=O)NC1=CC(=NC=C1)C(=O)N)OC[C@@H](C)O 4-((2R,3S,4S,5R)-3-(3,4-difluoro-2-((R)-2-hydroxypropoxy)phenyl)-4,5-dimethyl-5-(trifluoromethyl)tetrahydrofuran-2-carboxamido)picolinamide